9-(4-bromophenyl)-3-phenyl-9H-carbazole BrC1=CC=C(C=C1)N1C2=CC=CC=C2C=2C=C(C=CC12)C1=CC=CC=C1